N[C@@H]1CN(CCC1)C1=CC(=NC=C1C=1C=NN(C1)C1CCOCC1)NC1=CC=CC(=N1)N1C(OCC1)=O (S)-3-(6-((4-(3-aminopiperidin-1-yl)-5-(1-(tetrahydro-2H-pyran-4-yl)-1H-pyrazol-4-yl)pyridin-2-yl)amino)pyridin-2-yl)oxazolidin-2-one